[Cl-].C(C=C)(=O)OCCC[N+](C1CCCCC1)(C)C acryloxypropyldimethylcyclohexylammonium chloride